2-((2-(cis-4-hydroxycyclohexyl)-6-methoxy-2H-indazol-5-yl)carbamoyl)-6-isopropylpyridine 1-oxide O[C@H]1CC[C@H](CC1)N1N=C2C=C(C(=CC2=C1)NC(=O)C1=[N+](C(=CC=C1)C(C)C)[O-])OC